C(C)(C)(C)OC(NCCOCCOCCNC1=C2C(N(C(C2=CC=C1)=O)C1C(NC(CC1)=O)=O)=O)=O tert-butyl(2-(2-(2-((2-(2,6-dioxopiperidin-3-yl)-1,3-dioxoisoindolin-4-yl)amino)ethoxy)ethoxy)ethyl)carbamate